dimethylsilylenebis[4-(4-tert-butylphenyl)-2-(cyclohexylmethyl)inden-1-yl]zirconium dichloride [Cl-].[Cl-].C[Si](=[Zr+2](C1C(=CC2=C(C=CC=C12)C1=CC=C(C=C1)C(C)(C)C)CC1CCCCC1)C1C(=CC2=C(C=CC=C12)C1=CC=C(C=C1)C(C)(C)C)CC1CCCCC1)C